7'-([1,1'-Biphenyl]-4-yl)-2'-oxo-1',4'-dihydro-2'H-spiro[pyrrolidine-3,3'-quinoline]-1-carbonitrile C1(=CC=C(C=C1)C1=CC=C2CC3(C(NC2=C1)=O)CN(CC3)C#N)C3=CC=CC=C3